FC1=CC(=C(C=C1C1=CSC(=C1)CN1CCOCC1)NC(=O)C1=CNC(C=C1C(F)(F)F)=O)N1C[C@H](N([C@H](C1)C)C)C N-[4-fluoro-5-[5-(morpholin-4-ylmethyl)thiophen-3-yl]-2-[(3R,5S)-3,4,5-trimethylpiperazin-1-yl]phenyl]-6-oxo-4-(trifluoromethyl)-1H-pyridine-3-carboxamide